(S)-3-(3-(4-hydroxy-1,5-dimethyl-2-oxo-1,2-dihydropyridin-3-yl)ureido)-3-(4'-methoxybiphenyl-3-yl)propionic acid OC1=C(C(N(C=C1C)C)=O)NC(N[C@@H](CC(=O)O)C=1C=C(C=CC1)C1=CC=C(C=C1)OC)=O